C1N(CC2=CC=CC=C12)C=1N=C2N(C(C1)=O)C=C(C=C2N2CC1(CCC1)C(C2)C(=O)O)C 6-(2-(isoindolin-2-yl)-7-methyl-4-oxo-4H-pyrido[1,2-a]pyrimidin-9-yl)-6-azaspiro[3.4]octane-8-carboxylic acid